tert-Butyl N-[6,7-dichloro-3-iodo-2-(2-tetrahydropyran-2-yloxyethyl)-1H-indol-4-yl]carbamate ClC1=CC(=C2C(=C(NC2=C1Cl)CCOC1OCCCC1)I)NC(OC(C)(C)C)=O